Cl.N[C@H]1CCC2=C(NC1=O)N=CC(=C2)/C=C/C(=O)N(CC=2OC1=C(C2C)C=CC=C1)C (S,E)-3-(7-amino-8-oxo-6,7,8,9-tetrahydro-5H-pyrido[2,3-b]azepin-3-yl)-N-methyl-N-((3-methylbenzofuran-2-yl)methyl)acrylamide hydrochloride